C1(=CSC=2C1=CC=C1C2C=CC2=CC=CC=C21)C2=CC=CC1=CC=CC=C21 Naphthobenzothiophenyl-(naphthalene)